N-(1-Cyclooctyl-2-oxo-2-{[5-(tetrahydropyran-4-yl)isoxazol-3-yl]-amino}ethyl)-3-methylisoxazole-4-carboxamide C1(CCCCCCC1)C(C(NC1=NOC(=C1)C1CCOCC1)=O)NC(=O)C=1C(=NOC1)C